ClC=1N=C(C2=C(N1)CCC2)NC2=NNC(=C2)C2CCCC2 2-Chloro-N-(5-cyclopentyl-1H-pyrazol-3-yl)-6,7-dihydro-5H-cyclopenta[d]pyrimidin-4-amine